(3,5-dichloropyrazin-2-yl)(m-tolyl)methanol ClC=1C(=NC=C(N1)Cl)C(O)C=1C=C(C=CC1)C